FC=1C(=CC=2C3=C(N=NC2C1)N(C(N3C(C)C)=O)C)C=3C=NC(=CC3)OCCCN3C[C@@H](CC3)F (R)-7-fluoro-8-(6-(3-(3-fluoropyrrolidin-1-yl)propoxy)pyridin-3-yl)-1-isopropyl-3-methyl-1,3-dihydro-2H-imidazo[4,5-c]cinnolin-2-one